COC(=O)C=1C=CC2=C(N(C(=N2)[C@H](C)N2CCC(CC2)C2=NC(=CC=C2)OCC2=CC=C3C=NN(C3=C2)CC(F)F)C[C@H]2OCC2)C1 2-((S)-1-(4-(6-((1-(2,2-difluoroethyl)-1H-indazol-6-yl)methaneOxy)pyridin-2-yl)piperidin-1-yl)ethyl)-1-(((S)-oxetan-2-yl)methyl)-1H-benzo[d]imidazole-6-Carboxylic acid methyl ester